CN(C(CNC)=O)CC(=O)N 2-(N-methyl-2-(methylamino)acetamido)acetamide